C(C1=CC=CC=C1)OC1=C(C=C(C(=C1)C=C)Br)C1OCCO1 2-[2-(benzyloxy)-5-bromo-4-ethenylphenyl]-1,3-dioxolane